N-(benzo[d]thiazol-2-yl)-4-bromobenzamide S1C(=NC2=C1C=CC=C2)NC(C2=CC=C(C=C2)Br)=O